N[C@@H]1CN(CCC1)C1=C(C(=C(C(=N1)SC(C(=O)N)C1=CC=CC=C1)C#N)CC)C#N 2-((6-((S)-3-aminopiperidin-1-yl)-3,5-dicyano-4-ethylpyridin-2-yl)thio)-2-phenylacetamide